COC([C@H](C(C)C)NC(=O)C1=CC(=NN1CC(C(F)(F)F)O)C=1C=C(C=CC1)C=1OC(=CN1)C(=O)N[C@H](C(=O)OC)C(C)C)=O (2S)-methyl 2-(2-(3-(5-(((S)-1-methoxy-3-methyl-1-oxobutan-2-yl) carbamoyl)-1-(3,3,3-trifluoro-2-hydroxypropyl)-1H-pyrazol-3-yl) phenyl) oxazole-5-carboxamido)-3-methylbutyrate